F[C@H]1[C@H](C2=C(C=CC(=C2[C@@H]1O)F)S(=O)(=O)C)O (1S,2R,3S)-2,4-difluoro-7-(methylsulfonyl)-2,3-dihydro-1H-indene-1,3-diol